1-(6,7-dihydro-5H-pyrano[2,3-d]thiazol-7-yl)-N-methylmethanamine hydrochloride Cl.S1C=NC2=C1C(CCO2)CNC